The molecule is an ammonium ion resulting from the protonation of the amino group of (S)-2-aminopropan-1-ol. The major species at pH 7.3 according to Marvin ver. 6.2.0. It is a conjugate acid of a (S)-2-aminopropan-1-ol. C[C@@H](CO)[NH3+]